COCCNC(CC)=O N-(2-methoxyethyl)propanamide